BrCC1=CC(=CC(=C1)F)OC(F)F 1-(bromomethyl)-3-(difluoromethoxy)-5-fluorobenzene